Methyl 4-(((1RS,2S)-3-(7-bromo-1H-indol-3-yl)-2-((tert-butoxycarbonyl)amino)-1-cyanopropyl)amino)-4'-morpholino-[1,1'-biphenyl]-3-carboxylate BrC=1C=CC=C2C(=CNC12)C[C@@H]([C@H](C#N)NC1=C(C=C(C=C1)C1=CC=C(C=C1)N1CCOCC1)C(=O)OC)NC(=O)OC(C)(C)C |&1:12|